3-((6-bromopyridin-3-yl)methyl)azetidine-1-carboxylic acid tert-butyl ester C(C)(C)(C)OC(=O)N1CC(C1)CC=1C=NC(=CC1)Br